Cl.FC1=C(C=CC(=C1)C=1CCNCC1)C#CCN(C)C 3-(2-fluoro-4-(1,2,3,6-tetrahydropyridin-4-yl)phenyl)-N,N-dimethylprop-2-yn-1-amine hydrochloride